CC1=C(C=CC=C1C(F)(F)F)[C@@H](C)NC(=O)C1=CN(C(C=C1N[C@@H]1[C@@H]2CC[C@H](C1)N2C)=O)C2CCOCC2 N-((R)-1-(2-methyl-3-(trifluoromethyl)phenyl)ethyl)-4-(((1S,2S,4R)-7-methyl-7-azabicyclo[2.2.1]heptan-2-yl)amino)-6-oxo-1-(tetrahydro-2H-pyran-4-yl)-1,6-dihydropyridine-3-carboxamide